C1(CC1)NC(NC=1C=C(C2=C(N=C(N=C2)NC2=CC=C(C=C2)N2CCN(CC2)C)N1)C#C[Si](C(C)C)(C(C)C)C(C)C)=O 3-cyclopropyl-1-(2-{[4-(4-methylpiperazin-1-yl)phenyl]amino}-5-[2-(triisopropylsilyl)ethynyl]pyrido[2,3-d]pyrimidin-7-yl)urea